7,2'-dihydroxy-3,4'-dimethoxyisoflavan OC1=CC=C2CC(COC2=C1)(C1=C(C=C(C=C1)OC)O)OC